FC(C1=C(CN2N=CC(=C2)NC(=O)C2=CN=C(S2)C2=NC=CC=C2)C=CC(=C1)C(F)(F)F)(F)F N-(1-(2,4-bis(trifluoromethyl)benzyl)-1H-pyrazol-4-yl)-2-(pyridin-2-yl)thiazole-5-carboxamide